C(C=C)(=O)NC1=CC=C(C(=O)NC2=C(C=CC(=C2)Br)O)C=C1 4-acrylamido-N-(5-bromo-2-hydroxyphenyl)benzamide